(S)-37-(4-(2,5-dioxo-2,5-dihydro-1H-pyrrol-1-yl)butanamido)-31-oxo-2,5,8,11,14,17,20,23,26,29-decaoxa-32-azaoctatriacontan-38-oic acid O=C1N(C(C=C1)=O)CCCC(=O)N[C@@H](CCCCNC(COCCOCCOCCOCCOCCOCCOCCOCCOCCOC)=O)C(=O)O